1-(2-(Piperazin-1-yl)benzo[d]thiazol-7-yl)dihydropyrimidine-2,4(1H,3H)-dione N1(CCNCC1)C=1SC2=C(N1)C=CC=C2N2C(NC(CC2)=O)=O